Cl.C(C)(C)OC([C@H](C)N)=O (S)-isopropyl-2-amino-propanoate HCl